15-hexadecadiene-13-ynal C=CC=CCCCCCCCCC#CC(C)=O